1-(4-pentylcyclohexyl)ethane-1-one C(CCCC)C1CCC(CC1)C(C)=O